OC1=C(C(N(C=C1)C)=O)NC(N[C@@H](CC(=O)OCC)C=1C=C(C=C(C1)OC(F)(F)F)C1=CC=CC=C1)=O Ethyl (S)-3-(3-(4-Hydroxy-1-methyl-2-oxo-1,2-dihydropyridin-3-yl)ureido)-3-(5-(trifluoromethoxy)biphenyl-3-yl)propanoat